C(#CC1=CC=C(C=O)C=C1)C1=CC=C(C=O)C=C1 4,4'-(acetylene-1,2-diyl)dibenzaldehyde